(3-fluoro-4-((6-(trifluoromethyl)pyridin-3-yl)oxy)phenyl)methanol FC=1C=C(C=CC1OC=1C=NC(=CC1)C(F)(F)F)CO